1-(5-benzyl-pyrimidin-2-yl)-N1,N2-dimethyl-N2-(6-(1-methyl-1H-pyrazol-4-yl)pyrazolo[1,5-a]pyridin-3-yl)ethane-1,2-diamine C(C1=CC=CC=C1)C=1C=NC(=NC1)C(CN(C=1C=NN2C1C=CC(=C2)C=2C=NN(C2)C)C)NC